ClC1=C(C(=C(C=C1OC)OC)Cl)C1=CC2=C(N=C(N=C2)NC2=C(C=CC=C2C)NC(C=C)=O)C(=N1)NC1COCC1 N-(2-((6-(2,6-dichloro-3,5-dimethoxyphenyl)-8-((tetrahydrofuran-3-yl)amino)pyrido[3,4-d]pyrimidin-2-yl)amino)-3-methylphenyl)acryl-amide